N1C=NC2=C1C=CC(=C2)N2C(OC[C@@H]2C2CCC(CC2)C2=CC=CC=C2)=O (S)-3-(1H-benzo[d]imidazol-5-yl)-4-(4-phenylcyclohexyl)oxazolidin-2-one